5-methyl-pyrazole-3-carbonitrile CC1=CC(=NN1)C#N